4-(3-chlorophenoxy)piperidine ClC=1C=C(OC2CCNCC2)C=CC1